C(C)(C)(C)OC(=O)N1CC2(C[C@H]1C(=O)O)OCCCC2 (3S)-2-(tert-butyloxycarbonyl)-6-oxa-2-azaspiro[4.5]decane-3-carboxylic acid